((2S,3R)-3-hydroxypyrrolidin-2-yl)methanone hydrochloride Cl.O[C@H]1[C@H](NCC1)C=O